6-(2-chlorophenyl)-3-(1-cyclopropyl-1H-[1,2,3]triazolo[4,5-c]pyridin-7-yl)thieno[3,2-d]pyrimidine-2,4(1H,3H)-dione ClC1=C(C=CC=C1)C1=CC=2NC(N(C(C2S1)=O)C=1C2=C(C=NC1)N=NN2C2CC2)=O